CC1=C2C(C(=CN(C2=NC(=C1)N1CC(C1)CNC1=CC=NC=C1)C1=NC=NS1)C(=O)O)=O 5-methyl-4-oxo-7-{3-[(pyridin-4-ylamino)methyl]azetidin-1-yl}-1-(1,2,4-thiadiazol-5-yl)-1,4-dihydro-1,8-naphthyridine-3-carboxylic acid